2-[4-[(2R,3R)-2-(2-Chloro-5-fluoro-3-methyl-phenyl)-1-[2-[3-cyclopropyl-5-(trifluoromethyl)pyrazol-1-yl]acetyl]pyrrolidin-3-yl]piperazin-1-yl]acetamide ClC1=C(C=C(C=C1C)F)[C@H]1N(CC[C@H]1N1CCN(CC1)CC(=O)N)C(CN1N=C(C=C1C(F)(F)F)C1CC1)=O